CN(C1(CCC1)CNC=1C2=C(N=C(N1)OC[C@@]13CCCN3C[C@H](C1)F)C(=CN=C2)F)C N-((1-(dimethylamino)cyclobutyl)methyl)-8-fluoro-2-(((2S,7aR)-2-fluorotetrahydro-1H-pyrrolizin-7a(5H)-yl)methoxy)pyrido[4,3-d]pyrimidin-4-amine